COC=1C=C(C=CC1OC)C1=CC=NC=2N1N(CC2)C2=C(C(=CC=C2)C)C 7-(3,4-dimethoxyphenyl)-N-(2,3-dimethylphenyl)pyrazolo[1,5-a]pyrimidine